NC1=NC2=CC=C(C=C2C=C1C1=CC=CC=C1)C(=O)N(CC1=NC=C(C=C1)C(F)(F)F)CC(C)C 2-amino-N-isobutyl-3-phenyl-N-((5-(trifluoromethyl)pyridin-2-yl)methyl)quinoline-6-carboxamide